(4-chlorophenyl)pyrrolidine-1,2-dicarboxamide ClC1=CC=C(C=C1)C1(N(CCC1)C(=O)N)C(=O)N